C(=O)OCCOC=O monoethylene diformate